tertbutyl 6-methylidene-8-(2-phenylpropan-2-yl)-3,8-diazabicyclo[3.2.1]octane-3-carboxylate C=C1C2CN(CC(C1)N2C(C)(C)C2=CC=CC=C2)C(=O)OC(C)(C)C